tert-butyl (S)-4-(6-chloro-7-(2-hydroxy-3-methylphenyl)-1-(2-isopropyl-4-methylpyridin-3-yl)-2-oxo-1,2-dihydropyrido[2,3-d]pyrimidin-4-yl)-3-methylpiperazine-1-carboxylate ClC1=CC2=C(N(C(N=C2N2[C@H](CN(CC2)C(=O)OC(C)(C)C)C)=O)C=2C(=NC=CC2C)C(C)C)N=C1C1=C(C(=CC=C1)C)O